ClC=1C=C(CNC2=CC=NC3=CC=CC=C23)C=CC1 N-(3-chlorobenzyl)quinolin-4-amine